2-(4-chloro-1-isopropyl-1H-pyrazol-5-yl)-4-(4-(1-ethyl-4-(trifluoromethyl)-1H-imidazol-2-yl)-3-fluorobenzyl)-4,5,6,7-tetrahydropyrazolo[1,5-a]pyrimidin-6-amine ClC=1C=NN(C1C1=NN2C(N(CC(C2)N)CC2=CC(=C(C=C2)C=2N(C=C(N2)C(F)(F)F)CC)F)=C1)C(C)C